C(CCCCCC=CC=CCCCCCCCC)N octadec-7,9-dienyl-amine